4-chloro-2-methyl-2H-benzo[d][1,2,3]triazole ClC1=CC=CC2=NN(N=C21)C